(3-(1-cyclopropylethyl)-2-hydroxyphenyl) propionate C(CC)(=O)OC1=C(C(=CC=C1)C(C)C1CC1)O